tert-butyl (2-(1-(1-(2,6-bis(benzyloxy)pyridin-3-yl)-2-oxo-1,2-dihydrobenzo[cd]indol-6-yl)piperidin-4-yl)ethyl)carbamate C(C1=CC=CC=C1)OC1=NC(=CC=C1N1C(C2=C3C(C(=CC=C13)N1CCC(CC1)CCNC(OC(C)(C)C)=O)=CC=C2)=O)OCC2=CC=CC=C2